(1-(3'-(methylsulfonyl)-[1,1'-biphenyl]-4-yl)-2-oxopiperidin-3-yl)-3-(4-(trifluoromethyl)phenyl)urea CS(=O)(=O)C=1C=C(C=CC1)C1=CC=C(C=C1)N1C(C(CCC1)NC(=O)NC1=CC=C(C=C1)C(F)(F)F)=O